5-(cyclopropylmethyl)-4-(6-isopropylpyridin-3-yl)-2-(2-methyl-2H-indazol-5-yl)-2,5-dihydro-3H-pyrrolo[3,2-c]pyridazin-3-one C1(CC1)CN1C=CC2=NN(C(C(=C21)C=2C=NC(=CC2)C(C)C)=O)C2=CC1=CN(N=C1C=C2)C